tert-butyl N-[3-chloro-5-[(Z-fluoro-2-methyl-propyl)sulfamoyl]-8,9-dihydro-7H-cyclopenta[h]isoquinolin-9-yl]carbamate ClC=1N=CC2=C3C(=CC(=C2C1)S(NC(C(C)C)F)(=O)=O)CCC3NC(OC(C)(C)C)=O